(R)-1-(3-(((6-amino-5-(4-phenoxyphenyl)pyrimidin-4-yl)amino)methyl)pyrrolidin-1-yl)prop-2-en-1-one NC1=C(C(=NC=N1)NC[C@@H]1CN(CC1)C(C=C)=O)C1=CC=C(C=C1)OC1=CC=CC=C1